FC=1C=C(C=NC1C1=C2CCNC2=CC=C1)CC1CC2(C1)CCN(CC2)C(=O)OC(C)(C)C Tert-butyl 2-((5-fluoro-6-(indolin-4-yl)pyridin-3-yl)methyl)-7-azaspiro[3.5]nonane-7-carboxylate